C(C(C)C)NC=1C2=C(N=C(N1)NC1=C(C=C(C=C1)S(=O)(=O)N1CCC(CC1)N1CCOCC1)OC)NC=C2C(F)(F)F N4-isobutyl-N2-(2-methoxy-4-((4-morpholino-piperidin-1-yl)sulfonyl)phenyl)-5-(trifluoromethyl)-7H-pyrrolo[2,3-d]pyrimidine-2,4-diamine